ClC1=NC(=NC=C1)NC1=C(C=CC(=C1)[N+](=O)[O-])OC 4-chloro-N-(2-methoxy-5-nitrophenyl)pyrimidin-2-amine